C1(CC1)NC=1C2=C(N=CN1)CN(CC2)C(=O)C=2N=C(C1=C(N2)OC(=C1)C)NC1(CC1)C [4-(cyclopropylamino)-5H,6H,7H,8H-pyrido[3,4-d]pyrimidine-7-carbonyl]-6-methyl-N-(1-methylcyclopropyl)furo[2,3-d]pyrimidin-4-amine